4-(4-chlorophenyl)-1-fluoro-4-hydroxybutan-2-one ClC1=CC=C(C=C1)C(CC(CF)=O)O